ClC1=C(C=CC=C1)C(=O)NCC=1OC=CC1 2-chloro-N-(furan-2-ylmethyl)benzeneFormamide